C1(CCCCC1)CC=1NC(=NN1)C(=O)NC1=NC=CC(=C1)C1=C(C=CC(=C1)OCCCC(C)(C)O)C(F)(F)F 5-(cyclohexylmethyl)-N-(4-(5-((4-hydroxy-4-methylpentyl)oxy)-2-(trifluoromethyl)phenyl)pyridin-2-yl)-4H-1,2,4-triazole-3-carboxamide